Cl[Ir](Cl)O dichloroiridium hydroxide